1-(3-(1-(tert-butyl)-5-((1,1-dioxido-2,3-dihydrobenzo[d]isothiazol-5-yl)amino)-1H-pyrazol-3-yl)cyclopentyl)-3-isopropylurea C(C)(C)(C)N1N=C(C=C1NC=1C=CC2=C(CNS2(=O)=O)C1)C1CC(CC1)NC(=O)NC(C)C